NC=1SC(=CN1)C(=O)N(OC)CC1=CC=CC=C1 2-amino-N-benzyl-N-methoxy-1,3-thiazole-5-carboxamide